3,4-Dichloroisocoumarin ClC=1OC(=O)C2=CC=CC=C2C1Cl